C(C1=CC=CC=C1)OC1=C(CN2C(C=CC3=C2N=C(N=C3)C=3C(=NC=NC3OC)C3CC3)=O)C=CC(=C1)C=1N(C=C(N1)C(F)(F)F)C(C)C 8-(2-(benzyloxy)-4-(1-isopropyl-4-(trifluoromethyl)-1H-imidazol-2-yl)benzyl)-2-(4-cyclopropyl-6-methoxypyrimidin-5-yl)pyrido[2,3-d]pyrimidin-7(8H)-one